4-(3-oxoisoindolin-5-yl)-N-(pyridin-4-ylmethyl)-benzenesulfonamide O=C1NCC2=CC=C(C=C12)C1=CC=C(C=C1)S(=O)(=O)NCC1=CC=NC=C1